tert-butyl (R)-3-(((methylsulfonyl)oxy)methyl)-1,4-oxazepane-4-carboxylate CS(=O)(=O)OC[C@H]1COCCCN1C(=O)OC(C)(C)C